ClC=1C(=C2C=NNC2=C(C1F)CCC)C=1N=CC=2N(C1)C=C(N2)NC(=O)C2C(C2)F N-(6-(5-chloro-6-fluoro-7-propyl-1H-indazol-4-yl)imidazo[1,2-a]pyrazin-2-yl)-2-fluorocyclopropane-1-carboxamide